6-[4-(3-[[(2S)-pyrrolidin-2-yl]methoxy]azetidine-1-carbonyl)piperazin-1-yl]pyridine-3-carbonitrile N1[C@@H](CCC1)COC1CN(C1)C(=O)N1CCN(CC1)C1=CC=C(C=N1)C#N